N1(C=NC=C1)C1=NC(=CC(=N1)C(=O)NC1CCC(CC1)OCCOC)C=C 2-(1H-imidazol-1-yl)-N-((1r,4r)-4-(2-methoxyethoxy)cyclohexyl)-6-vinylpyrimidine-4-carboxamide